CN(CCN1N(C2=NC(=NC=C2C1=O)SC)C1=NC(=CC=C1)C(C)(C)O)C 2-[2-(dimethylamino)ethyl]-1-[6-(1-hydroxy-1-methyl-ethyl)-2-pyridyl]-6-methylsulfanyl-pyrazolo[3,4-d]pyrimidin-3-one